FC1=NC(=C2N=CN(C2=N1)C1OCCC1)NCC1=CC(=C(C=C1)Cl)O 2-fluoro-6-[(4-chloro-3-hydroxybenzyl)amino]-9-(tetrahydrofuran-2-yl)-9H-purine